FC=1C=C(C=C(C1)C(F)(F)F)C=1C(=NOC1C)C 4-(3-fluoro-5-(trifluoromethyl)phenyl)-3,5-dimethylisoxazole